ClC=1C=C(C=C(C1)Cl)NC1=NC=C(C(=N1)NC1CCNCC1)C1=CC=CC=C1 N2-(3,5-dichlorophenyl)-5-phenyl-N4-(piperidin-4-yl)pyrimidine-2,4-diamine